CC(C(=O)NCC=1C=CC(=C(C(=O)NC2=C3C=NN(C3=CC=C2)C=2N=CSC2)C1)C(F)(F)F)(C)C 5-{[(2,2-Dimethylpropionyl)amino]methyl}-N-[1-(1,3-thiazol-4-yl)-1H-indazol-4-yl]-2-(trifluoromethyl)benzamide